Cl.N[C@@H]1[C@@H](CN(CC1)C(=O)OCC1=CC=CC=C1)O (cis)-Benzyl 4-amino-3-hydroxypiperidine-1-carboxylate hydrochloride